NC1=C(C=CC=C1)NC(C1=CC=C(C=C1)CN1N=CC(=C1)CN[C@H]1[C@@H](C1)C1=CC=CC=C1)=O N-(2-aminophenyl)-4-((4-((((1R,2S)-2-phenylcyclopropyl)amino)methyl)-1H-pyrazol-1-yl)methyl)benzamide